(2S,4R)-1-[(2S)-2-(4-cyclopropyltriazol-1-yl)-3,3-dimethyl-butanoyl]-N-[2-[(4-fluorophenyl)sulfonyl-methyl-amino]ethyl]-4-hydroxy-pyrrolidine-2-carboxamide C1(CC1)C=1N=NN(C1)[C@H](C(=O)N1[C@@H](C[C@H](C1)O)C(=O)NCCN(C)S(=O)(=O)C1=CC=C(C=C1)F)C(C)(C)C